7-methoxy-1-{[(1r,2s,5s)-4-oxo-3-azabicyclo[3.1.0]hex-2-yl]methoxy}isoquinoline-6-carboxamide COC1=C(C=C2C=CN=C(C2=C1)OC[C@@H]1[C@@H]2C[C@@H]2C(N1)=O)C(=O)N